N-(2-((5-cyano-4-((2-isopropoxyphenyl)amino)pyrimidin-2-yl)amino)-4-methyl-5-(4-(4-methylpiperazin-1-yl)piperidin-1-yl)phenyl)acrylamide C(#N)C=1C(=NC(=NC1)NC1=C(C=C(C(=C1)C)N1CCC(CC1)N1CCN(CC1)C)NC(C=C)=O)NC1=C(C=CC=C1)OC(C)C